C(CCC)OC(CC\C=C/C=C)OCCCC (3Z)-7,7-dibutoxy-1,3-heptadiene